FC1=C(C(=O)O)C=C(C=C1C=1SC(=CN1)C)O[C@H](C)[C@H](C)O 2-fluoro-5-(((2R,3S)-3-hydroxybut-2-yl)oxy)-3-(5-methylthiazol-2-yl)benzoic acid